C(C)S(=O)(=O)C=1C(=NC=C(C1)B1OC(C(O1)(C)C)(C)C)C(=O)N=C1SC(=NN1C)C(F)(F)F 3-ethylsulfonyl-N-[3-methyl-5-(trifluoromethyl)-1,3,4-thiadiazol-2-ylidene]-5-(4,4,5,5-tetramethyl-1,3,2-dioxaborolan-2-yl)pyridine-2-carboxamide